bis(trifluoromethyl)sulfinic acid amide FC(F)(F)N(S=O)C(F)(F)F